[U+2](=O)=O.C1(=C(C=CC=C1)N)N o-phenylenediamine uranyl